C(C)(C)C1CCC(CC1)CCC=O (+)-3-(4-isopropylcyclohex-1-yl)propanal